[SnH3][Na] stanniosodium